Cl.NCCCCCCCCN(CCCC1=CC=C(NC2C(NC(CC2)=O)=O)C=C1)C 3-[4-[3-[8-aminooctyl(methyl)amino]propyl]anilino]piperidine-2,6-dione hydrochloride